N6-cyclopentyl-2-(imidazo[2,1-b]thiazole-6-carboxamido)-5-oxohexanediamide C1(CCCC1)NC(C(CCC(C(=O)N)NC(=O)C=1N=C2SC=CN2C1)=O)=O